C(C)(C)(C)C=1C=C(C#N)C=CC1OC1=NC=C(C=C1)N1C(NC=2C1=NC=C(C2)F)=O 3-tert-butyl-4-[[5-(6-fluoro-2-oxo-1H-imidazo[4,5-b]pyridin-3-yl)-2-pyridyl]oxy]benzonitrile